ClC=1C=C(NC2=NC=NC3=CC(=C(C=C23)N)OC)C=CC1F (s)-4-(3-chloro-4-fluoroanilino)-7-methoxy-6-aminoquinazoline